O1C(OCC1)C1=CC=C(C2=CC=CC=C12)C#N 4-(1,3-dioxolan-2-yl)-1-naphthalenenitrile